S-isopropyl (2S)-6-diazo-2-((2S)-2-(methylsulfinyl)propanamido)-5-oxohexanethioate [N+](=[N-])=CC(CC[C@@H](C(SC(C)C)=O)NC([C@H](C)S(=O)C)=O)=O